5-(6-(pyrrolidin-1-yl)pyridin-3-yl)-1H-pyrazole-3-carbaldehyde N1(CCCC1)C1=CC=C(C=N1)C1=CC(=NN1)C=O